C(C)(=O)OC1(CN(C1)CC1=CC=C(C2=CC=CC=C12)C1CN(C1)C1=C(C=CC=C1Cl)Cl)C 1-((4-(1-(2,6-dichlorophenyl) azetidin-3-yl) naphthalen-1-yl) methyl)-3-methylazetidin-3-yl acetate